C(#N)C=1C=CC2=CN(N=C2C1)CC1=C2C(=CNC2=C(C=C1OC)C)C(=O)OC methyl 4-((6-cyano-2H-indazol-2-yl)methyl)-5-methoxy-7-methyl-1H-indole-3-carboxylate